OC(CCCCCCCCCCCC(=O)O)CC=CCC 13-hydroxy-octadec-15-enoic acid